C(CCCCCCCCCCCCCCC)(=O)OCC(O)CO[C@H]1[C@@H](O)[C@@H](O)[C@@H](O)[C@H](O1)CO (2S)-1-O-palmitoyl-3-O-beta-D-galactopyranosyl-glycerol